The molecule is a ketoaldonic acid phosphate. It is a conjugate base of a 6-phospho-2-dehydro-D-gluconic acid. It is a conjugate acid of a 6-phospho-2-dehydro-D-gluconate(3-). C([C@H]([C@H]([C@@H](C(=O)C(=O)[O-])O)O)O)OP(=O)(O)O